pyrazole-4-carboxylic acid trifluoroacetate FC(C(=O)O)(F)F.N1N=CC(=C1)C(=O)O